(7-methoxy-4-(1-methyl-3-phenyl-1H-pyrazol-4-yl)quinazolin-6-yl)cyclopropanecarboxamide COC1=C(C=C2C(=NC=NC2=C1)C=1C(=NN(C1)C)C1=CC=CC=C1)C1(CC1)C(=O)N